4-((2,6-difluoro-4-(1H-pyrazol-5-yl)benzyl)oxy)phenol FC1=C(COC2=CC=C(C=C2)O)C(=CC(=C1)C1=CC=NN1)F